(R)-N-((S)-1,3-dihydrospiro[indene-2,4'-piperidin]-1-yl)-2-methylpropan-2-sulfinamide N1CCC2(CC1)[C@@H](C1=CC=CC=C1C2)N[S@](=O)C(C)(C)C